C(C)(=O)C=1C=C(NC1)C(=O)NCC1=C(C=C(C=C1C)C)C 4-acetyl-N-(2,4,6-trimethylbenzyl)-1H-pyrrole-2-carboxamide